FC(C(=O)O)(F)F.ClC1=C(C=C(C=C1)C(F)(F)F)[C@H](CC(=O)OC)NC(CNC(=O)C1=CC(=C2C=NNC2=C1)NC=1NCC(CN1)F)=O methyl (3S)-3-(2-chloro-5-(trifluoromethyl)phenyl)-3-(2-(4-((5-fluoro-1,4,5,6-tetrahydropyrimidin-2-yl)amino)-1H-indazole-6-carboxamido)acetamido)propanoate trifluoroacetate